COCCCO[C@H]1COC2=CC=CC=C2[C@@H]1N (3R,4S)-3-(3-METHOXYPROPOXY)CHROMAN-4-AMINE